O=C1CCCCCCCC/C=C/CCCOC[C@]23[C@@H](N(C(CNC([C@@H](N1)CCOC1=CC=CC=C1)=O)=O)[C@@H](C3)C(=O)OCC)C2 ethyl (1R,19S,25S,28S,E)-17,20,23-trioxo-19-(2-phenoxyethyl)-3-oxa-18,21,24-triazatricyclo[22.2.2.01,25]octacos-7-ene-28-carboxylate